N-(5-amino-2-(trifluoromethyl)-phenyl)pentanamide NC=1C=CC(=C(C1)NC(CCCC)=O)C(F)(F)F